2-(4-(tert-butyl)phenyl)-4-((4-(2-isopropyl-4-methylthiazol-5-yl)phenyl)amino)-1-methylpyridine iodide salt [I-].C(C)(C)(C)C1=CC=C(C=C1)C1N(C=CC(=C1)NC1=CC=C(C=C1)C1=C(N=C(S1)C(C)C)C)C